BrC1=C2C=NN(C2=C(C=C1)NS(=O)(=O)C=1C=NN(C1)C1=CC(=NC=C1)C(F)(F)F)C N-(4-BROMO-1-METHYL-1H-INDAZOL-7-YL)-1-(2-(TRIFLUOROMETHYL)PYRIDIN-4-YL)-1H-PYRAZOLE-4-SULFONAMIDE